1-[3-(3-Chloro-4-nitrophenoxy)-1H-pyrazol-1-yl]ethanone ClC=1C=C(OC2=NN(C=C2)C(C)=O)C=CC1[N+](=O)[O-]